(2S,4r)-1-((S)-2-((tert-butoxycarbonyl) amino)-3,3-dimethylbutyryl)-4-hydroxypyrrolidine-2-carboxylate C(C)(C)(C)OC(=O)N[C@H](C(=O)N1[C@@H](C[C@H](C1)O)C(=O)[O-])C(C)(C)C